C(\C=C\C=C\CCCCC)(=O)OC Methyl (E,E)-2,4-decadienoate